(R)-(7-chloro-1H-benzo[d]imidazol-2-yl)(2-chloro-5-methyl-7,8-dihydro-1,6-naphthyridin-6(5H)-yl)methanone ClC1=CC=CC2=C1NC(=N2)C(=O)N2[C@@H](C=1C=CC(=NC1CC2)Cl)C